C(C)(C)(C)OC(=O)N1CC(C1)NC1=CC2=C(N(C(N2C)=O)C=2C(=NC(=CC2)OCC2=CC=CC=C2)OCC2=CC=CC=C2)C=C1.C(C)OOP(=O)(OOCC)CC1=C(C(=C(C(=C1F)F)C1=C(C(=C(C(=C1F)F)CP(=O)(OOCC)OOCC)F)F)F)F 4,4'-bis(diethoxyphosphonomethyl)octafluorobiphenyl tert-butyl-3-[[1-(2,6-dibenzyloxy-3-pyridyl)-3-methyl-2-oxo-benzimidazol-5-yl]amino]azetidine-1-carboxylate